ClC=1C=C2C=C(NC2=CC1OCC=1N=CSC1)CNC(OC(C)(C)C)=O tert-butyl ((5-chloro-6-(thiazol-4-ylmethoxy)-1H-indol-2-yl)methyl)carbamate